[6-(Phenylmethoxy)-7-bromo-8-fluoro-3,4-dihydronaphthalen-2(1H)-ylidene]acetic acid ethyl ester C(C)OC(C=C1CC2=C(C(=C(C=C2CC1)OCC1=CC=CC=C1)Br)F)=O